(cis)-4-{[3-(4-trifluoromethylbenzenesulfonamido)-cyclobutyl-1-yl]-amino}-1H-pyrrolo[2,3-b]pyridine-5-carbonitrile FC(C1=CC=C(C=C1)S(=O)(=O)NC1CC(C1)=NC1=C2C(=NC=C1C#N)NC=C2)(F)F